2-ethoxy-5-isobutanoylamino-N-(1-(3-methylphenyl)ethyl)nicotinamide C(C)OC1=C(C(=O)NC(C)C2=CC(=CC=C2)C)C=C(C=N1)NC(C(C)C)=O